CC(COC1=CC=NC=C1)C 4-(2-methylpropyloxy)pyridine